BrC1=C2N(N=C1C1=CC=C(C=C1)F)CC(C2)(F)F 3-Bromo-5,5-difluoro-2-(4-fluorophenyl)-5,6-dihydro-4H-pyrrolo[1,2-b]pyrazole